6-chloro-2-di-BOCamino-purine ClC1=C2NC=NC2=NC(=N1)N(C(=O)OC(C)(C)C)C(=O)OC(C)(C)C